4-Cyclopropyl-3-(pyridin-2-yl)aniline C1(CC1)C1=C(C=C(N)C=C1)C1=NC=CC=C1